({4-[(2-methylpropan-2-enoyl) oxy] butoxy} oxy) benzoate C(C1=CC=CC=C1)(=O)OOOCCCCOC(C(=C)C)=O